C(C)(C)(C)OC(=O)NCCC(C(=O)OC)OC methyl 4-((tert-butoxycarbonyl) amino)-2-methoxybutyrate